ClC1=C(OC2=CC=C(C=N2)C2CN(C2)C(=O)N2CC3(C2)CC(C3)C3=NN=C(N3)C3(CC3)O)C=CC=C1 [3-[6-(2-chlorophenoxy)-3-pyridyl]azetidin-1-yl]-[6-[5-(1-hydroxycyclopropyl)-4H-1,2,4-triazol-3-yl]-2-azaspiro[3.3]heptan-2-yl]methanone